tetrahydropyrido[3',2':4,5]imidazo[1,2-a]pyrazine-3-carbonitrile N1CC(CC=2N=C3N(C=CN=C3)C21)C#N